(R)-3-((1-(4,4-Difluoro-3-phenylbutanoyl)-4-hydroxypiperidin-4-yl)methyl)-6-((2-(pyrrolidin-1-yl)ethyl)amino)pyrimidin-4(3H)-one FC([C@H](CC(=O)N1CCC(CC1)(O)CN1C=NC(=CC1=O)NCCN1CCCC1)C1=CC=CC=C1)F